NCCCC(=O)N aminoethyl-acetamide